ClC1=C(C(=C(C=C1OC)OC)Cl)C1=CC2=C(N=C(N=C2)N[C@H]2[C@H](COC2)NC(C=C)=O)C(=N1)NCCCCN1CC(CC1)(F)F N-((3R,4S)-4-((6-(2,6-dichloro-3,5-di-methoxyphenyl)-8-((4-(3,3-difluoro-pyrrolidin-1-yl)butyl)amino)pyrido[3,4-d]pyrimidin-2-yl)amino)tetra-hydrofuran-3-yl)acrylamide